(3,5-dichlorophenyl) (methyl) thioether CSC1=CC(=CC(=C1)Cl)Cl